Cl.Cl.F[C@@H]1CNCC[C@@H]1N(C)C (3R,4S)-3-fluoro-N,N-dimethylpiperidin-4-amine dihydrochloride